8-(1-Bromoethyl)-3-cyclopropyl-2-(4,4-dimethyl-1-piperidyl)-6-methyl-chromen-4-one BrC(C)C=1C=C(C=C2C(C(=C(OC12)N1CCC(CC1)(C)C)C1CC1)=O)C